(R)-6-(2-Methoxyethoxy)-N-(tetrahydrofuran-3-yl)-1,2,3,4-tetrahydroisoquinolin-8-amine COCCOC=1C=C2CCNCC2=C(C1)N[C@H]1COCC1